6-(3-Hydroxy-5-methoxybenzylamino)-9-β-D-arabinofuranosylpurin OC=1C=C(CNC2=C3N=CN(C3=NC=N2)[C@H]2[C@@H](O)[C@H](O)[C@H](O2)CO)C=C(C1)OC